1-[[4-(3-di-tert-butoxyphosphoryl-propoxy)-2,3-difluoro-phenoxy]methyl]adamantane C(C)(C)(C)OP(=O)(OC(C)(C)C)CCCOC1=C(C(=C(OCC23CC4CC(CC(C2)C4)C3)C=C1)F)F